NC1=CC(=C(C(=O)NC2=NC=C(C=C2)C)C(=C1)C=1N=NNN1)F 4-amino-2-fluoro-N-(5-methylpyridin-2-yl)-6-(2H-tetrazol-5-yl)benzamide